6-[amino(methyl)amino]-9-[3-[tert-butyl(dimethyl)silyl]oxycyclobutyl]-7H-purin-8-one NN(C1=C2NC(N(C2=NC=N1)C1CC(C1)O[Si](C)(C)C(C)(C)C)=O)C